propanetriol potassium [K].C(CC)(O)(O)O